O(C1=CC=CC=C1)C1=CC=2C(C3=CC=CC=C3C(C2C=C1)=O)=O 2-Phenoxyanthracen-9,10-dion